N12CCCCCC2=NCCC1 1,8-diazabicyclo[5.4.0]-undec-7-en